CC1=CC=C(C=N1)S(=O)(=O)N1CCC(CC1)C(=O)NC=1C=CC2=C(N=CS2)C1 1-((6-methylpyridin-3-yl)sulfonyl)N-(benzo[d]thiazol-5-yl)-piperidine-4-carboxamide